C(CCC)OC(=O)C1=NC(=C(C(=C1Cl)N)F)C1=CC=C2C=CNC2=C1F butyl-4-amino-3-chloro-5-fluoro-6-(7-fluoro-1H-indol-6-yl)pyridin-2-carboxylate